(Z)-2-(2-(pyridin-2-yl)ethyl)thiazole-5-carbaldehyde oxime N1=C(C=CC=C1)CCC=1SC(=CN1)\C=N/O